(E)-3-(4-chlorophenyl)-N-((4-chlorophenyl)sulfonyl)-5-methyl-4-phenyl-4,5-dihydro-1H-pyrazole-1-carboxamide chloride [Cl-].ClC1=CC=C(C=C1)C1=NN(C(C1C1=CC=CC=C1)C)C(=O)NS(=O)(=O)C1=CC=C(C=C1)Cl